COCCOCCOC1=C(N)C=CC=C1 2-(2-(2-methoxyethoxy)ethoxy)aniline